3-methyl-1-(2-trimethylsilylethoxymethyl)pyrazole-4-carbaldehyde CC1=NN(C=C1C=O)COCC[Si](C)(C)C